C(C)OC(=O)C=1NC=CC1NCC1=C(C=CC=C1)C1OCCO1 3-((2-(1,3-dioxolan-2-yl)benzyl)amino)-1H-pyrrole-2-carboxylic acid ethyl ester